(((((2R,3R,4S,5R)-5-(2-chloro-6-(cyclopentyl (methyl) amino)-9H-purin-9-yl)-4-fluoro-3-hydroxytetrahydrofuran-2-yl) methoxy) (methoxy) phosphoryl) methyl)-phosphonate ClC1=NC(=C2N=CN(C2=N1)[C@H]1[C@H]([C@@H]([C@H](O1)COP(=O)(OC)CP([O-])([O-])=O)O)F)N(C)C1CCCC1